7-(1-(methylsulfonyl)ethyl)thieno[3,2-d]pyrimidine-6-carbaldehyde CS(=O)(=O)C(C)C1=C(SC2=C1N=CN=C2)C=O